N1C(=CC=2C=NC=CC21)CNC([C@H](C)NC(=O)[C@@H]2N(C[C@H](C2)CC2=CC=CC=C2)C(=O)OC(C)(C)C)=O tert-butyl (2R,4S)-2-(((S)-1-(((1H-pyrrolo[3,2-c]pyridin-2-yl) methyl) amino)-1-oxopropan-2-yl) carbamoyl)-4-benzylpyrrolidine-1-carboxylate